4-(N-methyl-N-(3-(2-(tetrahydrothiazol-N-yl)-acetamido)-4-methoxyphenyl)-amino)coumarin ethyl-5-(3,3-difluorocyclohexyl)-2-methylbenzofuran-3-carboxylate C(C)OC(=O)C1=C(OC2=C1C=C(C=C2)C2CC(CCC2)(F)F)C.CN(C2=CC(=C(C=C2)OC)NC(CN2CSCC2)=O)C2=CC(OC1=CC=CC=C21)=O